(E)-4-(((2-hydroxynaphthalene-1-yl)methylene)amino)benzoic acid OC1=C(C2=CC=CC=C2C=C1)\C=N\C1=CC=C(C(=O)O)C=C1